C1(CCCCC1)(C1=CC=C(C=C1)OCC(=O)O)C1=CC=C(C=C1)OCC(=O)O 2,2'-((cyclohexane-1,1-diylbis(4,1-phenylene))bis(oxy))diacetic acid